2-(2-Chloro-5-(2-hydroxypropan-2-yl)-8-oxothieno[2',3':4,5]pyrrolo[1,2-d][1,2,4]triazin-7(8H)-yl)-N-(3-hydroxy-3-methyl-butyl)acetamide ClC1=CC2=C(C=C3N2C(=NN(C3=O)CC(=O)NCCC(C)(C)O)C(C)(C)O)S1